methylcyclopropene CC1=CC1